(5R)-(S)-N-((S)-6,8-difluoro-4-oxo-2,3,4,5-tetrahydrobenzo[b][1,4]oxazepin-3-yl)-5-propyl-5,6,7,8-tetrahydro-[1,2,4]triazolo[1,5-a]pyridine-2-carboxamide FC1=CC(=CC=2OC[C@@H](C(NC21)=O)NC(=O)C2=NN1C(CCC[C@H]1CCC)=N2)F